[Na+].C(CCCCCCC\C=C/CCCCCCCC)OC[C@@H](OCCCCCCCC\C=C/CCCCCCCC)COP(=O)(O)OC[C@H](N)C(=O)[O-] 1,2-dioleyl-sn-glycero-3-phospho-L-serine, sodium salt